FC(C1(C(NC2=CC=CC=C12)([2H])[2H])O)(F)F 3-(trifluoromethyl)indol-2,2-d2-3-ol